N1=CN=CC(=C1)C(=O)[O-] pyrimidine-5-carboxylate